6-((4-methoxyphenyl)thio)-2-((6-methoxypyridin-3-yl)methyl)phthalazin-1(2H)-one COC1=CC=C(C=C1)SC=1C=C2C=NN(C(C2=CC1)=O)CC=1C=NC(=CC1)OC